ClC1(C(C1)C1=CC=C(C=C1)C1=CC=CC=C1)Cl 4-(2,2-dichloro-cyclopropyl)-1,1'-biphenyl